NC1(CC1)C1=CC=C(C=C1)C=1C2=C(N=C(N1)N1[C@H]([C@@H](C1)O)C)CCC2 (2S,3R)-1-(4-(4-(1-aminocyclopropyl)phenyl)-6,7-dihydro-5H-cyclopenta[d]pyrimidin-2-yl)-2-methylazetidin-3-ol